ClC1=C(C2=C(N=N1)N(CCC2)C2(SC(=CN2)CCCOC2=CC=C(C=C2)C#CCN(C)C)C(=O)OC)C methyl 2-(3-chloro-4-methyl-6,7-dihydro-5H-pyrido[2,3-c]pyridazin-8-yl)-5-[3-[4-[3-(dimethylamino)prop-1-ynyl]phenoxy]propyl]thiazole-carboxylate